1-(4-hydroxyphenyl)-2-(4-(4-(trifluoromethyl)phenyl)-1H-1,2,3-triazol-1-yl)ethan-1-one OC1=CC=C(C=C1)C(CN1N=NC(=C1)C1=CC=C(C=C1)C(F)(F)F)=O